N2-Acetyl-N-(21-chloro-3,6,9,12,15-pentaoxahenicos-1-yl)-S-(9-(4-fluorobenzyl)-9H-purin-8-yl)-L-cysteinamide C(C)(=O)N[C@@H](CSC=1N(C2=NC=NC=C2N1)CC1=CC=C(C=C1)F)C(=O)NCCOCCOCCOCCOCCOCCCCCCCl